2-(1-(2-fluoroacryloyl)-4-(7-(3-hydroxynaphthalen-1-yl)-2-((1-methylpyrrolidin-2-yl)methoxy)-5,6,7,8-tetrahydroquinazolin-4-yl)piperazin-2-yl)acetonitrile FC(C(=O)N1C(CN(CC1)C1=NC(=NC=2CC(CCC12)C1=CC(=CC2=CC=CC=C12)O)OCC1N(CCC1)C)CC#N)=C